The molecule is a carbohydrate-containing antibiotic isolated from Actinomadura sp. MK73-NF4. It specifically inhibits the growth of gram-positive bacteria including multi-drug resistant strains such as Staphylococcus aureus MS9610 and menthicilin-resistant S.aureus (MRSA). It has a role as a metabolite and an antibacterial agent. It is an organochlorine compound, a gamma-lactone, an amide, a carbohydrate-containing antibiotic, a macrocycle, a monocarboxylic acid, an oxaspiro compound, an enol, a trideoxyhexose derivative and a member of pyrroles. CC[C@H]1C[C@@]23C(=O)/C(=C(\\[C@]4([C@@H]5CC[C@@H]([C@@H]([C@H]5C=C[C@H]4C/C=C/C/C(=C/[C@]2(C=C1C(=O)O)C)/C)O[C@H]6C[C@@H]([C@@H]([C@H](O6)C)NC(=O)C7=C(C=C(N7)Cl)Cl)O)C)CC)/O)/C(=O)O3